NC[C@H](O)[C@@H](O)[C@H](O)[C@H](O)CO D-Glucamin